ClC(=C(C(=O)[O-])C)CC(C)O Chloro-2-hydroxypropylmethacrylat